C(=O)O.C(#N)C=1C(=NC=C(C1C1=CC(=C(C=C1)C#N)F)C1=CC(=C(C=C1)OC)O)N1CCC(CC1)NCC1=C2C=NNC2=C(C=C1)/C=C/C(=O)NO (E)-3-(4-(((1-(3-Cyano-4-(4-cyano-3-fluorophenyl)-5-(3-hydroxy-4-methoxyphenyl)pyridin-2-yl)piperidin-4-yl)amino)methyl)-1H-indazol-7-yl)-N-hydroxyacrylamide formate